8-[4-[(3S)-1-(3-fluoropropyl)pyrrolidin-3-yl]oxyphenyl]-7-(4-hydroxyphenyl)-5,6-dihydronaphthalen-2-ol FCCCN1C[C@H](CC1)OC1=CC=C(C=C1)C1=C(CCC=2C=CC(=CC12)O)C1=CC=C(C=C1)O